C1(CC1)C1=CC=C(C=C1)C1=CN=CC(=N1)N(C1=NC2=NN=CN2C2=CN=CC=C12)C N-[6-(4-cyclopropylphenyl)pyrazin-2-yl]-N-methyl-2,4,5,7,12-pentazatricyclo[7.4.0.02,6]trideca-1(13),3,5,7,9,11-hexaen-8-amine